4-(5-fluoropyridin-2-yl)-3-oxobutanoate FC=1C=CC(=NC1)CC(CC(=O)[O-])=O